(R or S)-2-(3-chloro-6-(2-(2-fluoro-5-(trifluoromethoxy)benzyl)-2H-tetrazol-5-yl)pyridin-2-yl)-2-hydroxy-propane-1-sulfonamide ClC=1C(=NC(=CC1)C=1N=NN(N1)CC1=C(C=CC(=C1)OC(F)(F)F)F)[C@@](CS(=O)(=O)N)(C)O |o1:25|